C(C)(=O)N1CCC(CC1)C=1OC2=C(C(C1)=O)C=CC=1N=C(N(C12)CC)C(F)(F)F 8-(1-acetylpiperidin-4-yl)-1-ethyl-2-(trifluoromethyl)chromeno[7,8-d]imidazol-6(1H)-one